C(CCCCCCCCCCCCCCC)Br.C(=C)N1C=NC=C1 3-vinylimidazole hexadecyl Bromide salt